(S)-N-((S)-2-((S)-2-(4-benzoylthiazol-2-yl)pyrrolidin-1-yl)-1-cyclohexyl-2-oxoethyl)-2-(methylamino)propanamide C(C1=CC=CC=C1)(=O)C=1N=C(SC1)[C@H]1N(CCC1)C([C@H](C1CCCCC1)NC([C@H](C)NC)=O)=O